OCCCOC=1C=C(C=CC1)S(=O)(=O)[O-].OCCCOC1=CC=[N+](C=C1)C 4-(3-hydroxypropoxy)-1-methylpyridin-1-ium 3-(3-hydroxypropoxy)benzenesulfonate